Br.NN hydrazine, hydrobromide